C12(CC3CC(CC(C1)C3)C2)CNCC=2N=C(SC2)CSC2=C3C(N(C(C3=CC=C2)=O)C2C(NC(CC2)=O)=O)=O 4-(((4-((((adamantan-1-yl)methyl)amino)methyl)thiazol-2-yl)methyl)thio)-2-(2,6-dioxopiperidin-3-yl)isoindoline-1,3-dione